C(C)(C)C1=C(C=CC=C1)C(C(=O)NC(=S)NC)C1=NC=CC(=C1)C(F)(F)F 2-(2-isopropylphenyl)-N-(methylaminothioformyl)-2-(4-(trifluoromethyl)pyridin-2-yl)acetamide